tert-butyl ((1R,2r,3S,3''R,5S,5'R,7S)-3''-(4-(((4-nitrophenoxy)carbonyl)oxy)phenyl)dispiro[adamantane-2,3'-[1,2,4]trioxolane-5',1''-cyclohexan]-5-yl)carbamate [N+](=O)([O-])C1=CC=C(OC(=O)OC2=CC=C(C=C2)[C@H]2C[C@]3(CCC2)OC2(OO3)[C@@H]3CC4CC(C[C@@H]2C4)(C3)NC(OC(C)(C)C)=O)C=C1